FC(C1=CC=C(C=C1)CP(O)(O)=O)(F)F [4-(trifluoromethyl)phenyl]methylphosphonic acid